silicon compound with water O.[Si]